The molecule is a linear trisaccharide consisting of alpha-KDN, beta-D-galactose and D-glucosamine residues linked sequentially (2->3) and (1->4). It has a role as an epitope. C1[C@@H]([C@H]([C@@H](O[C@]1(C(=O)O)O[C@H]2[C@H]([C@H](O[C@H]([C@@H]2O)O[C@@H]3[C@H](OC([C@@H]([C@H]3O)O)O)CO)CO)O)[C@@H]([C@@H](CO)O)O)O)O